N[C@@H]1CC[C@H](CC1)C1(NC=C(C(=N1)NC1=C(C=CC=C1)S(=O)(=O)C(C)C)C1CC1)N 2-(trans-4-aminocyclohexyl)-5-cyclopropyl-N4-(2-(isopropylsulfonyl)phenyl)pyrimidine-2,4-diamine